(S)-5'-C-Azidoethyl-3'-O-[(1,1-dimethylethyl)diphenyl-silyl]-2'-O-methyl-uridine N(=[N+]=[N-])CCC([C@@H]1[C@H]([C@H]([C@H](O1)N1C(=O)NC(=O)C=C1)OC)O[Si](C1=CC=CC=C1)(C1=CC=CC=C1)C(C)(C)C)O